1-isopropyl-1H-pyrrolo[2,3-b]pyridine-2,3-dione C(C)(C)N1C(C(C=2C1=NC=CC2)=O)=O